FC(C(=O)[O-])(F)F.C(C)(C)(C)OC(CCCCCCCCCCCCCCCCCCC(=O)OC(OC(C(=O)OC1CC2CCC(C1)[N+]21CCCC1)(C1=CC=CC=C1)C1=CC=CC=C1)C1=CC=CC=C1)=O 3-(2-(((20-(tert-Butoxy)-20-oxoicosanoyl)oxy)(phenyl)methoxy)-2,2-diphenylacetoxy)spiro[bicyclo[3.2.1]octane-8,1'-pyrrolidin]-8-ium 2,2,2-trifluoroacetate